C(C)(=O)N(C1=C(C=C(C=C1)C1=CC=C(C=N1)C(=O)NCC=1C(=NC=CC1)C)C)CC1COC1 6-[4-[acetyl-(oxetan-3-ylmethyl)amino]-3-methyl-phenyl]-N-[(2-methyl-3-pyridinyl)methyl]pyridine-3-carboxamide